C[C@@H]1NC2=CC=C3C(=C2CC1)N=C(N3CCN3CCOCC3)CCN3N=CC=C3 (7S)-7-Methyl-3-[2-(morpholin-4-yl)ethyl]-2-[2-(1H-pyrazol-1-yl)ethyl]-3H,6H,7H,8H,9H-imidazo[4,5-f]chinolin